(S)-1-oxetanylmethyl-3-nitrobenzenesulfonate O1C(CC1)C[C@]1(CC(=CC=C1)[N+](=O)[O-])S(=O)(=O)[O-]